2-(3-(4-methyl-phenyl)-propionamido)-benzoic acid CC1=CC=C(C=C1)CCC(=O)NC1=C(C(=O)O)C=CC=C1